FC(C(=O)O)(F)F.ClC1=CC=C(C[C@@H]2N(C[C@@H](OC2)C2=NN(C(=C2)C)C)C2CCN(CC2)C=2NC(=NN2)N)C=C1 5-(4-((2R,5S)-5-(4-chlorobenzyl)-2-(1,5-dimethyl-1H-pyrazol-3-yl)morpholino)-piperidin-1-yl)-4H-1,2,4-triazol-3-amine 2,2,2-trifluoroacetate